FC(C1=C(OC2CCN(CC2)C2=CC=C(N=N2)C=2SC(NN2)C)C=CC=C1)(F)F 2-(6-(4-(2-(trifluoromethyl)phenoxy)piperidin-1-yl)pyridazin-3-yl)-5-methyl-1,3,4-thiadiazoleN